C(C(=O)OCC1=CC=CC=C1F)(=O)OC methyl (6-fluorobenzyl) oxalate